3-((1-ethyl-1H-pyrazol-4-yl)methyl)pyridin-2(1H)-one C(C)N1N=CC(=C1)CC=1C(NC=CC1)=O